FC=1C=CC(=C(C1)NC(=O)NC1=CC(=CC=C1)OC(F)(F)F)CO 1-(5-fluoro-2-hydroxymethylphenyl)-3-(3-trifluoromethoxyphenyl)urea